CN1N=C(C=C1)NC1=NC=C(C(=N1)N1OCCC1C1=CC=CC=C1)C(F)(F)F N-(1-methyl-1H-pyrazol-3-yl)-4-(3-phenylisoxazolidin-2-yl)-5-(trifluoromethyl)pyrimidine-2-amine